dimethyl-(pentafluorophenyl)sulfonium C[S+](C1=C(C(=C(C(=C1F)F)F)F)F)C